C(C)(C)(C)OC(=O)N1CCNCC1 4-t-butyloxycarbonylpiperazin